[K].CN1C(NC2=C1C(=CC=C2)C=O)=O 3-Methyl-2-oxo-2,3-dihydro-1H-benzo[d]imidazole-4-carbaldehyde Potassium